4-((3aR,6aS)-Hexahydropyrrolo[3,4-c]pyrrol-2(1H)-yl)-2-hydroxybenzaldehyde C1N(C[C@@H]2[C@H]1CNC2)C2=CC(=C(C=O)C=C2)O